C(=O)O.FC1=CC(=CC2=CN(N=C12)C)C1=C(C(=NC(=N1)N(C1CCNCC1)C)OC)C(=O)N (7-fluoro-2-methyl-2H-indazol-5-yl)-4-methoxy-2-(methyl-(piperidin-4-yl)amino)pyrimidine-5-carboxamide formate salt